(1r,4r)-4-(3-(3-(1-(o-tolyl)cyclopropyl)-1,2,4-oxadiazol-5-yl)-1H-indazol-1-yl)cyclohexane-1-carboxylic acid C1(=C(C=CC=C1)C1(CC1)C1=NOC(=N1)C1=NN(C2=CC=CC=C12)C1CCC(CC1)C(=O)O)C